ClC=1C=2C(N=C3N(C2C=CC1)C1=CC(=CC=C1C3(C)C)C3CCN(CC3)C3=CC(=C(C(=C3)F)C3C(NC(CC3)=O)=O)F)=O 3-(4-(4-(4-chloro-7,7-dimethyl-5-oxo-5,7-dihydroindolo[1,2-a]quinazolin-10-yl)piperidin-1-yl)-2,6-difluorophenyl)piperidine-2,6-dione